CC1=CC(N(C2=CC3=C(C=C12)/C(=C/C=C/C4=[N+](C5=C(C4(C)CCCC(=O)O)C=C(C=C5)S(=O)(=O)[O-])CCCS(=O)(=O)[O-])/C=C(O3)C6=CC=CC=C6)CCCS(=O)(=O)[O-])(C)C.[Na+].[Na+] The molecule is an organic disodium salt having 3-(3-carboxypropyl)-3-methyl-1-(3-sulfonatopropyl)-2-{3-[6,8,8-trimethyl-2-phenyl-9-(3-sulfonatopropyl)-8,9-dihydropyrano[3,2-g]quinolin-1-ium-4-yl]prop-2-en-1-ylidene}indoline-5-sulfonate as the counterion. It has a role as a fluorochrome. It contains a DY-677(2-).